(S)-2-(3,6-dihydro-2H-pyran-4-yl)-5-oxo-6-(piperazin-1-yl)-N-(4-(trifluoromethyl)phenyl)-5,7,8,9-tetrahydropyrrolo[1,2-c][1,2,4]triazolo[1,5-a]pyrimidine-9-carboxamide O1CCC(=CC1)C1=NN2C(N3C(=C(C2=O)N2CCNCC2)CC[C@H]3C(=O)NC3=CC=C(C=C3)C(F)(F)F)=N1